octadecyl-strontium C(CCCCCCCCCCCCCCCCC)[Sr]